OC1=CC=C(CC2=C(C=CC=C2)SC2=NC(=NC(=N2)SC2=C(C=CC=C2)CC2=CC=C(C=C2)O)SC2=C(C=CC=C2)CC2=CC=C(C=C2)O)C=C1 2,4,6-tri(4-hydroxybenzylphenylthio)-1,3,5-triazine